CC1=NOC(=N1)CCC(=O)N1CC2=CC(=CC=C2CC1)OC1=CC=C(C=C1)C(F)(F)F 3-(3-methyl-1,2,4-oxadi-azol-5-yl)-1-(7-(4-(trifluoromethyl)phenoxy)-3,4-dihydroisoquinolin-2(1H)-yl)propan-1-one